1-bromo-4-cyclopropylsulfonyl-benzene BrC1=CC=C(C=C1)S(=O)(=O)C1CC1